N=1N=C(NC1)COC1=C(C=C(C=C1OC)C1=CC(=CC=2N(C(N(C21)C)=O)CC(=O)NC=2C=C(C=CC2)C2=CC=CC=C2)C(F)(F)F)F 2-(4-(4-((4H-1,2,4-triazol-3-yl)methoxy)-3-fluoro-5-methoxyphenyl)-3-methyl-2-oxo-6-(trifluoromethyl)-2,3-dihydro-1H-benzo[d]imidazol-1-yl)-N-([1,1'-biphenyl]-3-yl)acetamide